2-(4-(aminomethyl)benzylthio)-4-ethyl-6-(4-(pyrrolidin-1-yl)piperidin-1-yl)pyridine NCC1=CC=C(CSC2=NC(=CC(=C2)CC)N2CCC(CC2)N2CCCC2)C=C1